Benzyl (2-acetamido-2-(tert-butylcarbamoyl)-4-vinylcyclohexyl)carbamate C(C)(=O)NC1(C(CCC(C1)C=C)NC(OCC1=CC=CC=C1)=O)C(NC(C)(C)C)=O